NCCC Aminopropane